tert-Butyl(1-(3-(8-cyanoquinolin-5-yl)-5-(trifluoromethyl)-3-azabicyclo[3.1.0]hexane-1-carbonyl)azaButan-3-yl)carbamate C(C)(C)(C)OC(NC(CNC(=O)C12CN(CC2(C1)C(F)(F)F)C1=C2C=CC=NC2=C(C=C1)C#N)C)=O